N-acryloyldiazene-1,2-dicarboximide C(C=C)(=O)N1C(=O)N=NC1=O